C(N)(=O)C=1N(C2=CC(=CC=C2C1)OC(F)(F)F)C=1C=CC2=C(C(CO2)CC(=O)O)C1 (-)-2-(5-(2-carbamoyl-6-(trifluoromethoxy)-1H-indol-1-yl)-2,3-dihydrobenzofuran-3-yl)acetic acid